CON1C=CC=C1 methoxy-1H-pyrrole